N1=CC=C(C=C1)C#CC=1C=C(C=C(C1)C#CC1=CC=NC=C1)O 3,5-bis(pyridin-4-ylethynyl)phenol